BrC=1C=C2C3(CN(C2=CC1)C(=O)C=1C=C(C=CC1)S(=O)(=O)NC1CC12CC2)CCC2(CC3)CC2 3-(5''-bromodispiro[cyclopropane-1,1'-cyclohexane-4',3''-indoline]-1''-carbonyl)-N-(spiro[2.2]pentan-1-yl)benzenesulfonamide